BrC=1C=C(C(=O)OC)C=C(C1Cl)F methyl 3-bromo-4-chloro-5-fluorobenzoate